NC1=NC=2C=C(C(=CC2C2=C1C=NN2C)C(=O)N(CC2=NC=C(C=C2)C#CC=2N=CSC2)C2CC2)F 4-amino-N-cyclopropyl-7-fluoro-1-methyl-N-((5-(thiazol-4-ylethynyl)pyridin-2-yl)methyl)-1H-pyrazolo[4,3-c]quinoline-8-carboxamide